ClC1=CC(=C(C=C1)CN1[C@](C2=C(C=C(C=C2C1=O)C(C)(C)O)F)(C1=CC=C(C=C1)Cl)OCC1(CC1)C#N)CO 1-({[(1R)-2-{[4-chloro-2-(hydroxymethyl)phenyl]methyl}-1-(4-chlorophenyl)-7-fluoro-5-(2-hydroxyprop-2-yl)-3-oxo-2,3-dihydro-1H-isoindol-1-yl]oxy}methyl)cyclopropane-1-carbonitrile